2-[bis(3-chloro-4-fluorophenyl)methyl]-4-methanesulfonyl-1H-imidazole-5-carbaldehyde ClC=1C=C(C=CC1F)C(C=1NC(=C(N1)S(=O)(=O)C)C=O)C1=CC(=C(C=C1)F)Cl